CCCCCCCCCCCCCCCC(=O)N(CCOP(=O)(O)OC[C@@H](CO)O)C(=O)CCCCCCCCCCCCCCC dipalmitoyl-sn-glycero-3-phosphoethanolamine